7,7-dimethyl-2-oxobicyclo[2.2.1]-heptane-1-methanesulfonic acid CC1(C2(C(CC1CC2)=O)CS(=O)(=O)O)C